4-(2,6-dimethoxy-4-propylphenyl)-1-ethyl-3,3-difluoro-5-methylindolin-2-one COC1=C(C(=CC(=C1)CCC)OC)C1=C2C(C(N(C2=CC=C1C)CC)=O)(F)F